5-bromo-1,2,4-triazole-3-carboxylic acid methyl ester COC(=O)C1=NNC(=N1)Br